C(C)(=O)N[C@]1(CN(C[C@@H](C1)C=C)C(=O)OC(C)(C)C)C(NC(C)(C)C)=O |r| racemic-tert-butyl (3R,5S)-3-acetamido-3-(tert-butylcarbamoyl)-5-vinylpiperidine-1-carboxylate